[Na].[Na].OC=1C(=C2OC3=C(C(C(=CC3=CC2=CC1I)I)=O)I)I 6-hydroxy-2,4,5,7-tetraiodo-3H-xanthen-3-one, disodium salt